OC(=O)C(F)(F)F.N1CC(C1)OC=1C=C2C=NN(C2=CC1)C=1C=C(C(=C(C1)O)F)F 5-(5-(azetidin-3-yloxy)-1H-indazol-1-yl)-2,3-difluorophenol TFA salt